5-[N-methyl-2-chloroacetamido]-N,N'-bis(2,3-dihydroxypropyl)-2,4,6-triiodo-1,3-benzenedicarboxamide CN(C(CCl)=O)C=1C(=C(C(=C(C1I)C(=O)NCC(CO)O)I)C(=O)NCC(CO)O)I